methyl 5-[5-(2-{3-[(5-bromo-2-nitrophenyl) amino]-3-methylazepan-1-yl} ethoxy)-1-methylpyrazol-4-yl]-1-methyl-6-oxopyridine-3-carboxylate BrC=1C=CC(=C(C1)NC1(CN(CCCC1)CCOC1=C(C=NN1C)C1=CC(=CN(C1=O)C)C(=O)OC)C)[N+](=O)[O-]